NC(C(=O)O)(CC1=C(C=C(C=C1)B(O)O)F)C 2-amino-3-(4-dihydroxyboryl-2-fluorophenyl)-2-methylpropanoic acid